tert-butyl ((1s,3s)-3-((6-(2-(4-((2-cyanopyrimidin-5-yl)oxy)phenyl)propan-2-yl) pyridin-3-yl)oxy)cyclobutyl)carbamate C(#N)C1=NC=C(C=N1)OC1=CC=C(C=C1)C(C)(C)C1=CC=C(C=N1)OC1CC(C1)NC(OC(C)(C)C)=O